ClC1=C(C=CC(=C1)C)C monochloro-para-xylene